FC1=C(C=C(C=C1C)C1=C(C=C(C=C1C)F)C)[C@H](CC(=O)O)NC(C(CC(C)C)N1C(C=C(C(=C1)CCN1CC(C1)OC)C(F)(F)F)=O)=O (3S)-3-(4,4'-difluoro-2',5,6'-trimethylbiphenyl-3-yl)-3-(2-(5-(2-(3-methoxyazetidin-1-yl)ethyl)-2-oxo-4-(trifluoromethyl)pyridin-1(2H)-yl)-4-methylpentanamido)propanoic acid